CCCCC(=O)O C5-Pentanoic acid